3-chloro-N-cyclopropyl-4-[4-[3-(4-oxo-3H-quinazolin-2-yl)propionyl]piperazin-1-yl]benzamide ClC=1C=C(C(=O)NC2CC2)C=CC1N1CCN(CC1)C(CCC1=NC2=CC=CC=C2C(N1)=O)=O